N=1C=CN2C1C=C(C=C2)C(C)(C)N 2-imidazo[1,2-a]pyridin-7-ylpropan-2-amine